Cl.FC1=CC=C(C=C1)[C@@H]1N(CCC2=CC=CC=C12)C(=O)OC12CC(C1)(C2)N 3-aminobicyclo[1.1.1]pentan-1-yl (S)-1-(4-fluorophenyl)-3,4-dihydroisoquinoline-2(1H)-carboxylate hydrochloride